COCC(=O)NC1=CC=C(C=C1)C1=CN=C2N1C=C(N=C2C)C(=O)NC 3-[4-[(2-methoxyacetyl)amino]phenyl]-N,8-dimethyl-imidazo[1,2-a]pyrazine-6-carboxamide